4-(3,3-dimethoxypropyl)morpholine COC(CCN1CCOCC1)OC